sulfo-trans-cyclooctene S(=O)(=O)(O)C1=CCCCCCC1